1,4-bis[trimethoxysilyl(ethyl)]benzene CO[Si](OC)(OC)CCC1=CC=C(C=C1)CC[Si](OC)(OC)OC